ClC1=C(COC2=CC=CC(=N2)C2=C(C(=C(CC3=NC4=C(N3CCOC)C=C(C=C4)C(=O)O)C(=C2)F)F)F)C=CC(=C1)N1N=NC=C1 2-(4-(6-((2-chloro-4-(1H-1,2,3-triazol-1-yl)benzyl)oxy)pyridin-2-yl)-2,3,6-trifluorobenzyl)-1-(2-methoxyethyl)-1H-benzo[d]imidazole-6-carboxylic acid